[2-(hydroxymethyl)-2-(3-sulfonylpropionyloxymethyl)-3-[3-(3-sulfonylpropionyl) propionyloxy] propyl] 3-sulfonylpropionate S(=O)(=O)=CCC(=O)OCC(COC(CCC(CC=S(=O)=O)=O)=O)(COC(CC=S(=O)=O)=O)CO